ClC=1C=C(C=CC1C1=CC(OC2=CC(=CC=C12)OCC(=O)N(CC)CC(=O)NCCN(C)C)=O)NC(CCCCCCCCCCCCC)=O N-[3-chloro-4-[7-[2-[[2-[2-(dimethylamino)ethylamino]-2-oxo-ethyl]-ethyl-amino]-2-oxo-ethoxy]-2-oxo-chromen-4-yl]phenyl]tetradecanamide